C(C)(C)(C)OC(=O)N1C[C@H](CC1)[C@@H](C(=O)O)CC1=CC(=CC=C1)NC(N(C1=CC=CC=C1)C)=O (2S)-2-[(3R)-1-tert-Butoxycarbonylpyrrolidin-3-yl]-3-[3-[[methyl(phenyl)carbamoyl]amino]phenyl]propanoic acid